(1r,4r)-N1-(5-chloro-4-(1H-indol-4-yl)pyridin-2-yl)cyclohexane-1,4-diamine ClC=1C(=CC(=NC1)NC1CCC(CC1)N)C1=C2C=CNC2=CC=C1